6-Amino-3-((1S,3R)-4'-chloro-3-(5-(trifluoromethyl)-1H-pyrazol-1-yl)-1',2'-dihydrospiro[cyclopentane-1,3'-pyrrolo[2,3-b]pyridin]-5'-yl)-2-fluoro-N,N-dimethylbenzamide NC1=CC=C(C(=C1C(=O)N(C)C)F)C=1C(=C2C(=NC1)NC[C@@]21C[C@@H](CC1)N1N=CC=C1C(F)(F)F)Cl